4-(methoxy-13C)-1H-indole [13CH3]OC1=C2C=CNC2=CC=C1